FC(=C1C[C@@H](CCC1)NC1=NN2C(N=C(C=C2)C2=C(C=C(C=C2C)C(F)(F)F)O)=N1)F (R)-2-(2-((3-(difluoromethylene)cyclohexyl)amino)-[1,2,4]triazolo[1,5-a]pyrimidin-5-yl)-3-methyl-5-(trifluoromethyl)phenol